ClC=1C(=NC=C(N1)C=1C=NN(C1)C(C)C1=CC=C(C=C1)F)F 3-chloro-2-fluoro-5-(1-(1-(4-fluorophenyl)ethyl)-1H-pyrazol-4-yl)pyrazine